2-(5-chloro-1-methyl-imidazo[4,5-b]pyridin-2-yl)-3-methyl-5-(trifluoromethyl)-phenol ClC1=CC=C2C(=N1)N=C(N2C)C2=C(C=C(C=C2C)C(F)(F)F)O